COC1=CC=C2C(C(NC2=C1)=O)(C)C 6-methoxy-3,3-dimethyl-1H-indol-2-one